(E)-1-(2-hydroxyphenyl)-3-(p-bromophenyl)prop-2-en-1-one OC1=C(C=CC=C1)C(\C=C\C1=CC=C(C=C1)Br)=O